CC1CN(CCN1C)C1=C2C=CN=NC2=C(C=C1)C(=O)NC=1C=C(C=2N(C1)C=C(N2)C)F 5-(3,4-dimethylpiperazin-1-yl)-N-[8-fluoro-2-methylimidazo[1,2-a]pyridin-6-yl]cinnoline-8-carboxamide